2-methoxy-5-(2-phenyloxazole-4-carboxamido)-pyridine-3-sulfonyl chloride COC1=NC=C(C=C1S(=O)(=O)Cl)NC(=O)C=1N=C(OC1)C1=CC=CC=C1